3-(3-((5-(2-Fluoro-5-((6-fluoro-4-methyl-1H-indol-5-yl)oxy)phenyl)-4H-1,2,4-triazol-3-yl)methyl)phenyl)cyclobutane-1-carboxylic acid FC1=C(C=C(C=C1)OC=1C(=C2C=CNC2=CC1F)C)C=1NC(=NN1)CC=1C=C(C=CC1)C1CC(C1)C(=O)O